2,2'-methylenebis(4-methyl-tertiary butylphenol) C(C1=C(C=CC(=C1C(C)(C)C)C)O)C1=C(C=CC(=C1C(C)(C)C)C)O